COC=1C(=CN(C(C1)=O)C)C1=C(CN2CC(CCC2)NC(OC(C)(C)C)=O)C=CC(=C1)[N+](=O)[O-] tert-Butyl (1-(2-(4-methoxy-1-methyl-6-oxo-1,6-dihydropyridin-3-yl)-4-nitrobenzyl)piperidin-3-yl)carbamate